1-[4-[(3-diethylaminopropyl)methoxymethylsilyl]phenyl]-1-phenylethylene C(C)N(CCC[SiH](C1=CC=C(C=C1)C(=C)C1=CC=CC=C1)COC)CC